S-ethyl 3-oxo-8-azabicyclo[3.2.1]octane-8-carbothioate O=C1CC2CCC(C1)N2C(SCC)=O